(trans-4-(1-(2,2-dimethyl-4,6-dioxo-1,3-dioxan-5-ylidene)ethyl)cyclohexyl)carbamic acid tert-butyl ester C(C)(C)(C)OC(N[C@@H]1CC[C@H](CC1)C(C)=C1C(OC(OC1=O)(C)C)=O)=O